N-(2-chloro-4-cyano-6-fluorobenzoyl)-O-(4-(5,6,7,8-tetrahydro-1,8-naphthyridin-2-yl)butyl)-D-homoserine ClC1=C(C(=O)N[C@H](CCOCCCCC2=NC=3NCCCC3C=C2)C(=O)O)C(=CC(=C1)C#N)F